5-(3-chloropyrazin-2-yl)-1,3,4-oxathiazol-2-one ClC=1C(=NC=CN1)C1=NSC(O1)=O